(R)-5-benzyl-N-(9-methyl-8-oxo-6,7,8,9-tetrahydro-5H-pyrido[2,3-b]azepin-7-yl)-1,3,4-oxadiazole-2-carboxamide C(C1=CC=CC=C1)C1=NN=C(O1)C(=O)N[C@@H]1CCC2=C(N(C1=O)C)N=CC=C2